NC1=C(OCCCC2CN(C2)C(=O)OC(C)(C)C)C=CC(=C1)C(=O)N1CCC(CC1)C1=CC=C(C=C1)OC=1N=NC(=CC1)C(F)(F)F tert-butyl 3-(3-(2-amino-4-(4-(4-((6-(trifluoromethyl)pyridazin-3-yl)oxy)phenyl)piperidine-1-carbonyl)phenoxy)propyl)azetidine-1-carboxylate